(diethylamino)bis(methoxyethyl)vinylsilane methyl-2,6-dimethyl-1,4-dihydropyridine-3,5-diacetate COC(CC1=C(NC(=C(C1)CC(=O)O)C)C)=O.C(C)N(CC)[SiH2]C=C(CCOC)CCOC